C([2H])([2H])([2H])N(C1=C(C(=NC=2N1N=CN2)C)CC2=CC=C(C=C2)[SH2](=O)C=N)C([2H])([2H])[2H] (S)-[4-({7-[di(2H3)methylamino]-5-methyl-[1,2,4]triazolo[1,5-a]pyrimidin-6-yl}methyl)phenyl](imino)methyl-λ6-sulfanone